4-(2-isopropylphenyl)-5-methyl-2-((4-(1-methyl-4-(trifluoromethyl)-1H-imidazol-2-yl)benzyl)oxy)pyrimidine C(C)(C)C1=C(C=CC=C1)C1=NC(=NC=C1C)OCC1=CC=C(C=C1)C=1N(C=C(N1)C(F)(F)F)C